triphenylsulfonium trifluoromethanesulfonic acid salt FC(S(=O)(=O)[O-])(F)F.C1(=CC=CC=C1)[S+](C1=CC=CC=C1)C1=CC=CC=C1